C(C1=CC=CC=C1)OC(=O)NC(C[C@@H]1CN(CCC1)C(=O)OC(C)(C)C)(C)C tert-Butyl (R)-3-(2-(((benzyloxy)carbonyl)amino)-2-methylpropyl)piperidine-1-carboxylate